C(C1=CC=CC=C1)N1C(C)C2=NC3=CC(=CC=C3C2CC1)OC N-benzyl-tetrahydroharmine